(S) or (R)-N-(amino(5-(2-hydroxypropan-2-yl)thiophen-2-yl)(oxo)-λ6-sulfaneylidene)-2-(3-fluoro-2,6-diisopropylphenyl)acetamide N[S@@](=NC(CC1=C(C(=CC=C1C(C)C)F)C(C)C)=O)(=O)C=1SC(=CC1)C(C)(C)O |o1:1|